2,3-dimethyl-N-[2-(1-methylpyrrolidin-2-yl)imidazo[1,2-a]pyridin-6-yl]quinoxaline-6-carboxamide CC1=NC2=CC=C(C=C2N=C1C)C(=O)NC=1C=CC=2N(C1)C=C(N2)C2N(CCC2)C